NC=1C(=NC(=CC1)C1=CC2=C(C(=CC=C2C=C1)OC)NC(C=C)=O)C(=O)NC1CCN(CC1)C 3-amino-6-[7-methoxy-8-(prop-2-enamido)naphthalen-2-yl]-N-(1-methylpiperidin-4-yl)pyridine-2-carboxamide